tert-butyl 7-(2-chloro-5-fluoropyridin-4-yl)-1H,2H,3H-pyrido[3,4-b][1,4]oxazine-1-carboxylate ClC1=NC=C(C(=C1)C1=CC2=C(OCCN2C(=O)OC(C)(C)C)C=N1)F